methyl 1-(1-(2,4-dichlorobenzyl)piperidin-4-yl)-2-oxo-2,3-dihydro-1H-benzo[d]imidazole-5-carboxylate ClC1=C(CN2CCC(CC2)N2C(NC3=C2C=CC(=C3)C(=O)OC)=O)C=CC(=C1)Cl